P1(OCCCCCO1)=O.NCCNCCN.[Na] Natrium Diethylenetriamine Pentamethylene Phosphonate